N-[2-[(1,4-dimethyl-5-phenyl-pyrazol-3-yl) oxymethyl] phenyl]-N-methoxycarbamate CN1N=C(C(=C1C1=CC=CC=C1)C)OCC1=C(C=CC=C1)N(C([O-])=O)OC